NC=1C=C2N=CC(N(C2=CC1CO)[C@@H](C)C1=CC=CC=C1)=O 6-amino-7-(hydroxymethyl)-1-[(1S)-1-phenylethyl]quinoxalin-2-one